NC(C[Si](OC)(OC)OC)CCCCCC 2-aminooctyltrimethoxysilane